1-(4-((6-amino-5-cyanopyrimidin-4-yl)oxy)-2-methylphenyl)-3-(3-(tert-butyl)-1-(4-(dimethylamino)-3-methoxyphenyl)-1H-pyrazol-5-yl)urea NC1=C(C(=NC=N1)OC1=CC(=C(C=C1)NC(=O)NC1=CC(=NN1C1=CC(=C(C=C1)N(C)C)OC)C(C)(C)C)C)C#N